CN(C([O-])=O)[C@@H]1[C@@H](C[C@H](CC1)C(N(C)C)=O)N=[N+]=[N-].CC1=CC=C(CC2=CC=C(C=C2)[SH2+])C=C1 4-(4-methylbenzyl)phenylsulfonium methyl-((1S,2R,4S)-2-azido-4-(dimethylcarbamoyl)cyclohexyl)carbamate